N-ethyl-N-(pyridazin-4-yl)-1-(3-(methylthio)butan-2-yl)-5-methyl-1H-pyrazole-4-thiocarboxamide C(C)N(C(=S)C=1C=NN(C1C)C(C)C(C)SC)C1=CN=NC=C1